C1(CCCC1)C[C@@H](C(=O)O)N(C)C(=O)OCC1C2=CC=CC=C2C=2C=CC=CC12 (2S)-3-cyclopentyl-2-[9H-fluoren-9-yl-methoxycarbonyl-(methyl)amino]propanoic acid